FC=1C=C(C=C(C1)F)[C@H](CC(=O)O)N1C(C(C1)CCCCC1=NC=2NCCCC2C=C1)=O (3S)-3-(3,5-difluorophenyl)-3-(2-oxo-3-(4-(5,6,7,8-tetrahydro-1,8-naphthyridin-2-yl)butyl)azetidin-1-yl)propionic acid